tert-butyl-(3-bromobutoxy)dimethylsilane C(C)(C)(C)[Si](C)(C)OCCC(C)Br